N-((1-(Cyclohexylmethyl)pyrrolidin-3-yl)methyl)-1-(3-(4-methoxyphenyl)-1,2,4-oxadiazol-5-yl)piperidine-4-carboxamide formate C(=O)O.C1(CCCCC1)CN1CC(CC1)CNC(=O)C1CCN(CC1)C1=NC(=NO1)C1=CC=C(C=C1)OC